(1aRS,7bSR)-5-[2-((R)-1-ethylpyrrolidin-3-ylmethyl)-4-fluorobenzenesulfonyl-amino]-1,1a,2,7b-tetrahydro-cyclopropa[c]benzopyran-4-carboxylic acid C(C)N1C[C@@H](CC1)CC1=C(C=CC(=C1)F)S(=O)(=O)NC1=C(C2=C([C@@H]3[C@H](CO2)C3)C=C1)C(=O)O |&1:23,24|